benzyl 7-(((S)-1-(methylamino)-1-oxo-5-phenylpentan-2-yl)carbamoyl)octahydro-5H-pyrrolo[3,4-c]pyridine-5-carboxylate hydrochloride Cl.CNC([C@H](CCCC1=CC=CC=C1)NC(=O)C1C2C(CN(C1)C(=O)OCC1=CC=CC=C1)CNC2)=O